OCCNC(C=1C=C(C=CC1)NC(=O)C=1N(N=C(C1)C(F)(F)F)C1=CC(=CC=C1)CN)C1=CC=CC=C1 2-(3-aminomethyl-phenyl)-5-trifluoromethyl-2H-pyrazole-3-carboxylic acid {3-[(2-hydroxy-ethylamino)-phenyl-methyl]-phenyl}-amide